3-((3-(2-aminoethyl)phenyl)amino)-5-ethoxy-6-ethylpyrazine-2-carboxamide NCCC=1C=C(C=CC1)NC=1C(=NC(=C(N1)OCC)CC)C(=O)N